ClC1=NC(=C2N=CN(C2=N1)C(CCCCC)=O)C 1-(2-chloro-6-methyl-9H-purin-9-yl)hexan-1-one